4-Bromo-5-(6-fluoropyridin-3-yl)-1-(pyrazin-2-yl)-1H-pyrazole-3-ol BrC=1C(=NN(C1C=1C=NC(=CC1)F)C1=NC=CN=C1)O